N-(cyanomethyl)-4-(2-((1-cyclopropyl-1H-pyrazol-4-yl)amino)-5-fluoropyrimidin-4-yl)-2-fluorobenzamide C(#N)CNC(C1=C(C=C(C=C1)C1=NC(=NC=C1F)NC=1C=NN(C1)C1CC1)F)=O